(2-(acryloxy)ethyl)trimethylammonium chloride [Cl-].C(C=C)(=O)OCC[N+](C)(C)C